1-(((5-phenyl-4,5-dihydro-1H-imidazol-2-yl)thio)methyl)piperidine C1(=CC=CC=C1)C1CN=C(N1)SCN1CCCCC1